CC(CCN(CCC(C)(C)N)CCC(C)(C)N)(N)C tris(dimethyl-aminopropyl)amine